NC=1C(=NC=C(N1)N1CCC2([C@@H](COC2)N)CC1)SC1=C2C(C(NC2=CC=C1)=O)(F)F (S)-4-((3-amino-5-(4-amino-2-oxa-8-azaspiro[4.5]decan-8-yl)pyrazin-2-yl)thio)-3,3-difluoroindolin-2-one